nonyl 8-((7,7-bis(((Z)-hept-3-en-1-yl)oxy)heptyl)(2-hydroxyethyl)amino)octanoate C(C\C=C/CCC)OC(CCCCCCN(CCCCCCCC(=O)OCCCCCCCCC)CCO)OCC\C=C/CCC